ClC1=CC=C(C=C1)CCC(=O)N(C(CC)=O)C1=C(C(=NN1)C1=CC=NC=C1)C N-(3-(4-chlorophenyl)propanoyl)-N-(4-methyl-3-(pyridin-4-yl)-1H-pyrazol-5-yl)propanamide